C(#N)C=1C=C(C=CC1F)N1C[C@H](N(CC1)C(=O)OC(C)(C)C)C tert-butyl (R)-4-(3-cyano-4-fluorophenyl)-2-methylpiperazine-1-carboxylate